C(C(C)C)(=O)NC=1C=CC(=C(C(=O)O)C1)OCC(F)(F)F 5-Isobutyrylamino-2-(2,2,2-trifluoroethoxy)benzoic acid